FC1=C(CN2C(=NC3=C2C=C(C(=C3)F)F)N3C[C@H]([C@@H](CC3)F)N)C=CC(=C1)F (3R,4R)-1-(1-(2,4-difluorobenzyl)-5,6-difluoro-1H-benzimidazol-2-yl)-4-fluoro-3-piperidinamine